C(C)(C)C1=C2C=C(N=CC2=C(C=C1)N1[C@@H]([C@H](C1)CS(=O)(=O)C)C)NC1=NC(=NC=C1)N1C[C@H]([C@H](CC1)OC)O (3R,4S)-1-(4-(5-isopropyl-8-((2R,3S)-2-methyl-3-(methylsulfonylmethyl)azetidin-1-yl)isoquinolin-3-ylamino)pyrimidin-2-yl)-4-methoxypiperidin-3-ol